2-Isopropyl-5-[(3-methoxyphenyl)thio]pyrimidine-4-carboxylic acid C(C)(C)C1=NC=C(C(=N1)C(=O)O)SC1=CC(=CC=C1)OC